7-tert-butylpyrrolo[1,2-a]quinoxaline C(C)(C)(C)C=1C=C2N=CC=3N(C2=CC1)C=CC3